COC1=CC(=CN=N1)C=1C=CC=C(C1)O 5-(6-methoxypyridazin-4-yl)phenol